C(C)OC1C(=O)OCCCC1 Ethoxy-ε-caprolactone